ClC=1C(=CC(=C(C(=O)NS(=O)(=O)N2CCCC3=CC=CN=C23)C1)F)OCC1CCCC1 5-chloro-4-(cyclopentylmethoxy)-N-((3,4-dihydro-1,8-naphthyridin-1(2H)-yl)sulfonyl)-2-fluorobenzamide